[Si](C)(C)(C(C)(C)C)OC=1C=C(C=CC1)N=NC1=CC(=CC=C1)O[Si](C)(C)C(C)(C)C 3,3'-di(tert-butyldimethylsilyloxy)azobenzene